tert-butyl 6-bromo-3-methyl-pyrrolo[3,2-b]pyridine-1-carboxylate BrC=1C=C2C(=NC1)C(=CN2C(=O)OC(C)(C)C)C